(R)-tetrahydrofuranyl methanesulfonate CS(=O)(=O)O[C@H]1OCCC1